1-(3-chloro-2-fluorobenzyl)-4-((3-fluoro-6-((5-methyl-1H-pyrazol-3-yl)amino)-4-(3-methyloxetan-3-yl)pyridin-2-yl)methyl)piperidine-4-carboxylic acid ClC=1C(=C(CN2CCC(CC2)(C(=O)O)CC2=NC(=CC(=C2F)C2(COC2)C)NC2=NNC(=C2)C)C=CC1)F